5-Cyclopropyl-1,2,6-trimethyl-4-oxo-1,4-dihydropyridine C1(CC1)C=1C(C=C(N(C1C)C)C)=O